ClC1=C(C=CC=C1)C1=CC(OC2=NC(=CC=C21)OC(C(=O)N2C[C@H](CCC2)C(=O)O)C)=O |r| rac-(3S)-1-[2-[4-(2-chlorophenyl)-2-oxo-pyrano[2,3-b]pyridin-7-yl]oxypropanoyl]piperidine-3-carboxylic acid